CC(=C)CCCCCCCCCCCCCCC 2-Methyl-8-cis-heptadecene